O=C1N(C2=C(OC1)C=CC(=C2)C2=C(C(=C(C(=C2F)F)F)F)F)[C@H](C(=O)O)C (S)-2-(3-oxo-6-(perfluorophenyl)-2,3-dihydro-4H-benzo[b][1,4]oxazin-4-yl)propionic acid